C(C)(C)(C)C1=C(C=C(C(=C1)C(C)(C)C)OC)O 2,4-di-tert-butyl-5-methoxyphenol